C(C)(C)(C)OC(=O)NC(C(=O)[O-])CCOCCCO 2-(tert-butoxycarbonylamino)-4-(3-hydroxypropoxy)butanoate